ClC=1C(=NC(=NC1)N1C[C@@H](O[C@@H](C1)C)C1CC1)NC1=CC2=C(N(C(N2CCC(C)(C)O)=O)C)C=C1 5-((5-Chloro-2-((2S,6R)-2-cyclopropyl-6-methylmorpholino)pyrimidin-4-yl)amino)-3-(3-hydroxy-3-methylbutyl)-1-methyl-1,3-dihydro-2H-benzo[d]imidazol-2-on